ClC=1C=CC2=C(CC(CC=3N2C(=NN3)[C@@H]3CC[C@H](CC3)C(F)(F)F)=O)C1 8-chloro-1-[trans-4-(trifluoromethyl)cyclohexyl]-4H-[1,2,4]Triazolo[4,3-a][1]Benzazepin-5(6H)-one